C(C)(C)N1C(=NC2=NC=C(C=C21)C=2C=CN1N=C(N=CC12)NC1CC(C1)NC)C N1-(5-(1-isopropyl-2-methyl-1H-imidazo[4,5-b]pyridin-6-yl)pyrrolo[2,1-f][1,2,4]triazin-2-yl)-N3-methylcyclobutane-1,3-diamine